4-[[2-butyl-5-[(E)-2-carboxy-3-thiophen-2-ylprop-1-enyl]imidazol-1-yl]methyl]benzoic acid C(CCC)C=1N(C(=CN1)\C=C(/CC=1SC=CC1)\C(=O)O)CC1=CC=C(C(=O)O)C=C1